2-(10-bromodecyl)isoindoline-1,3-dione BrCCCCCCCCCCN1C(C2=CC=CC=C2C1=O)=O